2,4-toluene diisocyanate CC1=C(C=C(C=C1)N=C=O)N=C=O